4-methoxy-1H-pyrrolo[3,2-c]pyridine-3-carboxylic acid COC1=NC=CC2=C1C(=CN2)C(=O)O